NC1=NC=NN2C1=C(C=C2C=2C=C(C(=NC2)OC)C(=O)N[C@@H]2CN(C[C@@H]2F)C(C2=C(C=C(C=C2F)F)F)=O)CN2CCC(CC2)(F)F 5-{4-amino-5-[(4,4-difluoropiperidin-1-yl)methyl]pyrrolo[2,1-f][1,2,4]triazin-7-yl}-N-[(3R,4S)-4-fluoro-1-(2,4,6-trifluorobenzoyl)pyrrolidin-3-yl]-2-methoxypyridine-3-carboxamide